2-acetyl-1,2-dihydrophenanthroline C(C)(=O)C1NC2=C3N=CC=CC3=CC=C2C=C1